ClC(COP(=O)(OCC(C)Cl)OCC(C)Cl)C tris-(2-chloropropyl)-phosphate